COCC=1C=NNC1 4-(methoxymethyl)-1H-pyrazole